S(=O)(=O)(O)C1=CC=C(C)C=C1.C(C1=CC=CC=C1)NC([C@H](C)N1C(C(CC1=O)N(C)C)=O)=O (2S)-N-benzyl-2-(3-(dimethylamino)-2,5-dioxopyrrolidin-1-yl)propanamide tosylate